5-{(3S)-3-[(2-cyclopropyl-propyl)amino]-5-fluoro-7-hydroxy-3,4-dihydro-2H-1-benzothiopyran-6-yl}-1λ6,2,5-thiadiazolidine-1,3-dione C1(CC1)C(CN[C@@H]1CSC2=C(C1)C(=C(C(=C2)O)N2CC(N[SH2]2=O)=O)F)C